9-[4-(10-phenyl-9-anthryl)phenyl]Carbazole C1(=CC=CC=C1)C1=C2C=CC=CC2=C(C2=CC=CC=C12)C1=CC=C(C=C1)N1C2=CC=CC=C2C=2C=CC=CC12